2-(3,5-bis-trifluoromethyl-phenyl)-N-[4-(4-fluoro-2-methyl-phenyl)-[2,3']bipyridinyl-5-yl]-N-methyl-isobutyramide FC(C=1C=C(C=C(C1)C(F)(F)F)C(C(=O)N(C)C=1C(=CC(=NC1)C=1C=NC=CC1)C1=C(C=C(C=C1)F)C)(C)C)(F)F